2-bromo-6-chloropyridine-3-carbaldehyde BrC1=NC(=CC=C1C=O)Cl